CN(C1=CC=C(C=C1)C1=CC2=CC=CC=C2C=C1)C 2-[4-(dimethylamino)phenyl]naphthalene